ClC=1C2=C(C3=C(CN(S(N3)(=O)=O)CC=3C=NN(C3)C)C1)NC=C2Cl 6,7-dichloro-3-[(1-methylpyrazol-4-yl)methyl]-4,9-dihydro-1H-pyrrolo[3,2-h][2,1,3]benzothiadiazine 2,2-dioxide